C(=O)O.NCCN(CCNC(COC=1C=C2C(N(C(C2=CC1)=O)C1C(NC(CC1)=O)=O)=O)=O)C N-[2-[(2-aminoethyl)(methyl)amino]ethyl]-2-[[2-(2,6-dioxopiperidin-3-yl)-1,3-dioxoisoindol-5-yl]oxy]acetamide formate